methyl (αE)-2-[[[(E)-[(2E)-3-(4-chlorophenyl)-1-methyl-2-propen-1-ylidene]amino]oxy]methyl]-α-(methoxymethylene)benzeneacetate ClC1=CC=C(C=C1)/C=C/C(/C)=N/OCC1=C(C=CC=C1)\C(\C(=O)OC)=C/OC